FC(C=1C(=C(C=CC1)[C@@H](C)NC1=NC=2N(C=3C1=CN(C(C3)=O)C3CCOCC3)N=CC2)F)F (R)-5-((1-(3-(difluoromethyl)-2-fluorophenyl)ethyl)amino)-7-(tetrahydro-2H-pyran-4-yl)pyrazolo[1,5-a]pyrido[3,4-e]pyrimidin-8(7H)-one